C=C1C(N(C(C1)=O)CCCC(=O)O)=O 4-(3-methylene-2,5-dioxopyrrolidin-1-yl)butyric acid